4-(5-nitropyridin-2-yl)butanoic acid [N+](=O)([O-])C=1C=CC(=NC1)CCCC(=O)O